ClC1=CC=C2C(=CC(=NC2=C1Cl)N1CC(CCC1)(C(=O)O)NC(CO)=O)N1C=NC=C1 1-(7,8-dichloro-4-(1H-imidazol-1-yl)quinolin-2-yl)-3-(2-hydroxyacetamido)piperidine-3-carboxylic acid